1-(1-methylethyl)-3-(4-morpholinylmethyl)-1H-1,2,3-triazole-5-carboxylic acid CC(C)N1NN(C=C1C(=O)O)CN1CCOCC1